methyl (Z)-2-[5-(cyclohexen-1-yl)-4-fluoro-2-methyl-phenoxy]-3-methoxy-prop-2-enoate C1(=CCCCC1)C=1C(=CC(=C(O\C(\C(=O)OC)=C/OC)C1)C)F